tert-Butyl (1S,3S,4R)-rel-3-amino-7-azabicyclo[2.2.1]heptane-7-carboxylate N[C@H]1C[C@@H]2CC[C@H]1N2C(=O)OC(C)(C)C |o1:1,3,6|